3-chloro-1-(pyridin-3-yl)-1H-pyrazol-4-ylcarbamic acid tert-butyl ester C(C)(C)(C)OC(NC=1C(=NN(C1)C=1C=NC=CC1)Cl)=O